8-fluoro-4-iodo-6a,7,8,9-tetrahydro-6H-pyrido[3,2-b]pyrrolo[1,2-d][1,4]oxazine FC1CC2N(C3=C(OC2)C(=CC=N3)I)C1